CC(C(=O)N1CCNCC1)(C)C 2,2-dimethyl-1-(piperazin-1-yl)propan-1-one